CN1C(C2=C(C(=C1)B1OC(C(O1)(C)C)(C)C)C=CO2)=O 6-methyl-4-(4,4,5,5-tetramethyl-1,3,2-dioxaborolan-2-yl)furo[2,3-c]pyridin-7(6H)-one